C(C)C(=O)N(CC(=O)OCC)CC(=O)OCC N-ethylcarbonylbis(ethoxycarbonylmethyl)amine